BrC=1C(NC(N(N1)C1CC1)=O)=O 6-bromo-2-cyclopropyl-1,2,4-triazine-3,5(2H,4H)-dione